CC1=C(C(=CC=C1)C)C1=C(C=NC=C1N1C2=CC=C(C=C2C=2C=C(C=CC12)N1C2=CC=CC=C2C=2C=CC=CC12)N1C2=CC=CC=C2C=2C=CC=CC12)N1C2=CC=C(C=C2C=2C=C(C=CC12)N1C2=CC=CC=C2C=2C=CC=CC12)N1C2=CC=CC=C2C=2C=CC=CC12 9',9''''-(4-(2,6-dimethylphenyl)pyridine-3,5-diyl)bis(9'H-9,3':6',9''-tercarbazole)